(3s,4s)-8-(9-(3-chloro-2-(cyclopropylamino)pyridin-4-yl)-7H-imidazo[1,2-c]pyrrolo[3,2-e]pyrimidin-5-yl)-3-methyl-2-oxa-8-azaspiro[4.5]decan-4-amine ClC=1C(=NC=CC1C1=CNC2=C1C=1N(C(=N2)N2CCC3([C@@H]([C@@H](OC3)C)N)CC2)C=CN1)NC1CC1